C1(CCCC1)C1=C(C=CC=C1)O 2-cyclopentyl-phenol